NC1=C(C=C(OC2=CC=C(C=C2)OC2=CC(=C(C=C2)N)O)C=C1)O 1,4-bis(4-amino-3-hydroxyphenoxy)benzene